C(C)(C)(C)OC(=O)NCCOCCN1CCN(CC1)C(=O)OCC1=CC=CC=C1 benzyl 4-(2-(2-((tert-butoxycarbonyl)amino) ethoxy)ethyl)piperazine-1-carboxylate